5-(4-chloro-2-fluoro-phenyl)-2,3-dimethyl-7-((2R)-2-(1-methyl-1H-pyrazol-4-yl)-4-morpholinyl)-4(3H)-quinazolinone ClC1=CC(=C(C=C1)C1=C2C(N(C(=NC2=CC(=C1)N1C[C@H](OCC1)C=1C=NN(C1)C)C)C)=O)F